5-bromo-3,3-difluoro-2,3-dihydro-1H-benzo[d]pyrrolo[1,2-a]imidazole BrC1=CC=CC2=C1N=C1N2CCC1(F)F